benzyl 4-oxo-2-thia-1,3,7-triazaspiro[4.5]decane-7-carboxylate 2,2-dioxide O=C1NS(NC12CN(CCC2)C(=O)OCC2=CC=CC=C2)(=O)=O